C(C)OC=1C=C(C=CC1)C=1SC2=C(N1)CC[C@@]1([C@H]3CC[C@]4([C@H]([C@@H]3CCC12)CCC4=O)C)C (5aR,5bS,7aS,10aS,10bR)-2-(3-ethoxyphenyl)-5a,7a-dimethyl-4,5,5a,5b,6,7,7a,9,10,10a,10b,11,12,12a-tetradecahydro-8H-cyclopenta[7,8]phenanthro[2,1-d]thiazol-8-one